3-(3-(4-(pyridin-4-yloxy)phenoxy)azetidin-1-yl)-2-(1H-pyrrol-1-yl)benzoic acid N1=CC=C(C=C1)OC1=CC=C(OC2CN(C2)C=2C(=C(C(=O)O)C=CC2)N2C=CC=C2)C=C1